4-fluoro-1-(trideuteriomethyl)pyrazole FC=1C=NN(C1)C([2H])([2H])[2H]